3-methylazetidine-1-sulfonamide trifluoroacetate FC(C(=O)O)(F)F.CC1CN(C1)S(=O)(=O)N